CCCCCCCCCCCCCCCCCCCCCCCCCC(C(CCCCCCCCCCCCCCCCC/C=C/CCCCCCCCCCCCC(=O)OC(C)CCCCCCCCCCCCCCCCCC)O)C(=O)OCC(CO)O The molecule is a mycolate ester formed by esterification of (14E)-33-hydroxy-34-pentacosylpentatriacont-14-enedioic acid with the 1-OH of glycerol; produced by Mycobacterium phlei. It is a mycolate ester and a 1-monoglyceride.